C(C)(C)(C)OC(=O)N1C(CC1)OS(=O)(=O)C1=CC=C(C)C=C1 (tosyloxy)azetidine-1-carboxylic acid tert-butyl ester